(+)-Citronellol CC(C)=CCC[C@@H](C)CCO